N-(4-(pyridin-2-yl)-3-((4-(trifluoromethyl)phenyl)amino)phenyl)acrylamide N1=C(C=CC=C1)C1=C(C=C(C=C1)NC(C=C)=O)NC1=CC=C(C=C1)C(F)(F)F